(4-decylphenyl)(piperazin-1-yl)methanone hydrochloride Cl.C(CCCCCCCCC)C1=CC=C(C=C1)C(=O)N1CCNCC1